C(CCC)N1CC=2N(CC1)C(=CC2)C=2C=CC1=C(N(C=N1)CCO)C2 2-butyl-6-[1-(2-hydroxyethyl)-1H-benzimidazol-6-yl]-3,4-dihydropyrrolo[1,2-a]pyrazin